3-(1-(2-Aminophenyl)-5-chloro-1H-indol-2-yl)-1-methylpyrrolidine-2,5-dione NC1=C(C=CC=C1)N1C(=CC2=CC(=CC=C12)Cl)C1C(N(C(C1)=O)C)=O